C(C1=CC=CC=C1)N1N=CC=2C=NC(=CC21)NC2=NC(=CC(=N2)N2CCNCC2)N2CCCC2 1-benzyl-N-[4-(piperazin-1-yl)-6-(pyrrolidin-1-yl)pyrimidin-2-yl]-1H-pyrazolo[4,3-c]pyridin-6-amine